2-[4-[4-[5-(2,2,2-Trifluoroethyl)-1,2,4-oxadiazol-3-yl]benzoyl]piperazin-1-yl]-3H-quinazolin-4-one FC(CC1=NC(=NO1)C1=CC=C(C(=O)N2CCN(CC2)C2=NC3=CC=CC=C3C(N2)=O)C=C1)(F)F